3-(6-phenylpyridin-2-yl)-2,4,5,6-tetrakis(5H-pyrido[3,2-b]indol-5-yl)benzonitrile C1(=CC=CC=C1)C1=CC=CC(=N1)C=1C(=C(C#N)C(=C(C1N1C2=C(C=3C=CC=CC13)N=CC=C2)N2C1=C(C=3C=CC=CC23)N=CC=C1)N1C2=C(C=3C=CC=CC13)N=CC=C2)N2C1=C(C=3C=CC=CC23)N=CC=C1